BrC1=CC=CC(=N1)OCCOC(C(=O)OCC)C ethyl 2-[2-[(6-bromo-2-pyridyl)oxy]ethoxy]propanoate